OC=1C(=CC=2C(C3=CC=CC=C3C(C2C1O)=O)=O)NS(=O)(=O)C1=C(C=CC=C1)F N-(3,4-dihydroxy-9,10-dioxo-9,10-dihydroanthracen-2-yl)-2-fluorobenzenesulfonamide